3-[(3S)-3-(dimethylamino)piperidin-1-yl]-2-ethylbenzene CN([C@@H]1CN(CCC1)C=1C(=CC=CC1)CC)C